N-[3-chloro-4-[4-(piperidine-4-carbonyl)piperazine-1-carbonyl]phenyl]-1-methyl-5-[1-methyl-3-(trifluoromethyl)pyrazol-4-yl]imidazole-2-carboxamide ClC=1C=C(C=CC1C(=O)N1CCN(CC1)C(=O)C1CCNCC1)NC(=O)C=1N(C(=CN1)C=1C(=NN(C1)C)C(F)(F)F)C